O[C@H]1[C@@H](C[C@@H]([C@H]1O)N1C=CC2=C1N=CN=C2C)OC2=C(C#N)C=CC=C2 2-(((1R,2R,3R,4S)-2,3-dihydroxy-4-(4-methyl-7H-pyrrolo[2,3-d]pyrimidin-7-yl)cyclopentyl)oxy)benzonitrile